O1C=CC2=C1C(=CC=C2)C=2C=C(SC2)C(CC(=O)OC)=O Methyl 3-(4-(benzofuran-7-yl)thiophen-2-yl)-3-oxopropanoate